4-methyl-2-((1s,3s)-3-(3-(5-methyl-1,3,4-oxadiazol-2-yl)benzoylamino)cyclobutane-1-carboxamido)thiazole-5-carboxylic acid tert-butyl ester C(C)(C)(C)OC(=O)C1=C(N=C(S1)NC(=O)C1CC(C1)NC(C1=CC(=CC=C1)C=1OC(=NN1)C)=O)C